N[C@H](C(=O)O)CC1=CC(=C(C=C1)NC1=NC=C(C(=N1)NC1CC1)C(F)(F)F)OC (S)-2-amino-3-(4-((4-(cyclopropylamino)-5-(trifluoromethyl)pyrimidin-2-yl)amino)-3-methoxyphenyl)propionic acid